(R)-3-(1-aminoethyl)-5-fluoroaniline hydrochloride Cl.N[C@H](C)C=1C=C(N)C=C(C1)F